C(C)(C)(C)OC(=O)N[C@H](C(=O)OC(C)(C)C)CC1=CC=C(C=C1)\C(\NO)=N/[H] tert-butyl (S,E)-2-((tert-butoxycarbonyl)amino)-3-(4-(N-hydroxycarbamimidoyl)phenyl)propanoate